COC(C1=CC(=NC=C1C=1OC2=C(N1)C=CC(=C2)F)N2N=CC1=CC=CC=C21)=O 5-(6-Fluorobenzo[d]oxazol-2-yl)-2-(1H-indazol-1-yl)isonicotinic acid methyl ester